tert-Butyl 4-(3-(6-chloropyridin-3-yl)-1-((2-(trimethylsilyl)ethoxy)methyl)-1H-pyrazolo[3,4-c]pyridin-5-yl)-3,5-difluorobenzyl(methyl)carbamate ClC1=CC=C(C=N1)C1=NN(C2=CN=C(C=C21)C2=C(C=C(CN(C(OC(C)(C)C)=O)C)C=C2F)F)COCC[Si](C)(C)C